(R)-3-amino-4-(2-thienyl)-butyric acid N[C@H](CC(=O)O)CC=1SC=CC1